4-methylamino-1-(2-chlorophenyl)-7-(trifluoromethyl)-1,8-naphthyridin-2(1H)-one CNC1=CC(N(C2=NC(=CC=C12)C(F)(F)F)C1=C(C=CC=C1)Cl)=O